C(CCCCC)C=1C=C(C2=C(OC([C@@H]3CCC(=C[C@@H]23)C)(C)C)C1)OC1[C@@H]([C@H]([C@@H]([C@H](O1)O)O)O)CO (2S,3S,4R,5R)-6-{[(6aR,10aR)-3-hexyl-6,6,9-trimethyl-6H,6aH,7H,8H,10aH-benzo[c]isochromen-1-yl]oxy}-5-(hydroxymethyl)oxane-2,3,4-triol